(5-methyl-phenyl)pyridine CC=1C=CC=C(C1)C1=NC=CC=C1